N-(2,4-difluorobenzyl)-1-(1-methylpiperidin-4-yl)methylamine FC1=C(CNCC2CCN(CC2)C)C=CC(=C1)F